methyl 3-bromo-4,5-dimethoxybenzoate BrC=1C=C(C(=O)OC)C=C(C1OC)OC